O=C1NC(CCC1N1C(N(C2=C1C=CC(=C2)CN2CCN(CC2)CC(=O)NC2=CC1=CC(=C(C(=C1C=C2)F)N2S(NC(C2)=O)(=O)=O)O)C)=O)=O 2-[4-[[1-(2,6-dioxo-3-piperidyl)-3-methyl-2-oxo-benzimidazol-5-yl]methyl]piperazin-1-yl]-N-[5-fluoro-7-hydroxy-6-(1,1,4-trioxo-1,2,5-thiadiazolidin-2-yl)-2-naphthyl]acetamide